BrC1=NC=CC(=C1)N1C(N(C2=C1C=CC=C2)CC2CCC(CC2)NC(C2=C(N=CC(=C2)Cl)C)=O)=O N-((1r,4r)-4-((3-(2-bromopyridin-4-yl)-2-oxo-2,3-dihydro-1H-benzo[d]imidazol-1-yl)methyl)cyclohexyl)-5-chloro-2-methylnicotinamide